S(=O)(=O)(O)O.CC=1NC=CN1 2-methylimidazole hydrogen sulfate